FC=1C(=C(C=CC1F)C1C(SC(C1)(C(F)(F)F)C)C(=O)NC=1C=CC(=NC1)NC(OC(C)(C)C)=O)OC tert-butyl (5-(3-(3,4-difluoro-2-methoxyphenyl)-5-methyl-5-(trifluoromethyl)tetrahydrothiophene-2-carboxamido)pyridin-2-yl)carbamate